(S)-(4-bromothiazol-2-yl)((2S,5R)-3,6-diethoxy-5-isopropyl-2,5-dihydropyrazin-2-yl)methanol BrC=1N=C(SC1)[C@@H](O)[C@@H]1N=C([C@H](N=C1OCC)C(C)C)OCC